ClC1=C(C=CC(=C1)OC1=CC=CC=C1)C(O)N1C2=C(NC(C1(C)COC)=O)C=NC1=C2C=CN1 ((2-chloro-4-phenoxyphenyl)(hydroxy)methyl)-2-(methoxymethyl)-2-methyl-1,2,4,7-tetrahydro-3H-pyrrolo[3',2':5,6]pyrido[3,4-b]pyrazin-3-one